4-((4-((4-cyano-5-methyl-1H-imidazol-1-yl)methyl)-2,6-difluorobenzyl)oxy)phenyl sulfurofluoridate S(OC1=CC=C(C=C1)OCC1=C(C=C(C=C1F)CN1C=NC(=C1C)C#N)F)(=O)(=O)F